iron-chromium-tin-titanium [Ti].[Sn].[Cr].[Fe]